NC1=C(C(=NN1C)Br)C(=O)NC1=CC(=C(C=C1)F)Cl 5-amino-3-bromo-N-(3-chloro-4-fluorophenyl)-1-methyl-1H-pyrazole-4-carboxamide